CN([C@H]([C@H](C)NC1=NN2C(C3=CC=CC=C13)=NN=C2C)C2=CC=C(C=C2)CO)C (4-((1S,2S)-1-(dimethylamino)-2-((3-methyl-[1,2,4]triazolo[3,4-a]phthalazin-6-yl)amino)propyl)phenyl)-methanol